CN1C=NC=C1C=NO 1-methyl-1H-imidazole-5-aldoxime